[NH4+].C1(C=CCCC1)CCCCCCCC(=O)O cyclohex-2-ene-1-octanoic acid ammonium